B(B(O)O)(O)O diboron tetrahydroxide